BrC=1C=2C(C(=NC1)NCC1=CC=C(C=C1)OC)=NON2 7-Bromo-N-(4-methoxybenzyl)-[1,2,5]oxadiazolo[3,4-c]pyridin-4-amine